ClC1=CC=C(C=N1)[C@H](CN[C@@H]([C@@H]1CNC2=C(O1)N=CC(=C2)C(=O)N)C2=CC=CC=C2)C |o1:11| (S or R)-3-((R)-(((R)-2-(6-chloropyridin-3-yl)propyl)amino)(phenyl)methyl)-2,3-dihydro-1H-pyrido[2,3-b][1,4]oxazine-7-carboxamide